OC[C@H]1C([C@H]1COCCC(=O)OC(C)(C)C)(C)C |r| tert-butyl rac-3-(((1S,3R)-3-(hydroxymethyl)-2,2-dimethylcyclopropyl)methoxy)propanoate